O1C=C(C2=C1C=CC=C2)C[C@H](NC(CC=2C=C1CCC3(C1=CC2)COCC3)=O)B(O)O (R)-2-(benzofuran-3-yl)-1-(2-(4,5-dihydro-2H-spiro[furan-3,1'-indan]-5'-yl)acetamido)ethylboronic acid